COC1=C(CN2CC(C(CC2)N2CCN(CC2)C2=C(C=C(C=C2)NC2C(NC(CC2)=O)=O)F)(F)F)C(=CC(=C1)C1=CN(C(C(=C1C)C)=O)C)OC 3-((4-(4-(1-(2,6-dimethoxy-4-(1,4,5-trimethyl-6-oxo-1,6-dihydropyridin-3-yl)benzyl)-3,3-difluoropiperidin-4-yl)piperazin-1-yl)-3-fluorophenyl)amino)piperidine-2,6-dione